CC1=CC=C(C(=O)OC2COCC2)C=C1 3-(4-methylbenzoyl)oxy-tetrahydrofuran